5-(3-methyl-1,2-oxazol-5-yl)-4-(5-methylfuran-2-yl)pyrimidin-2-amine CC1=NOC(=C1)C=1C(=NC(=NC1)N)C=1OC(=CC1)C